ClC=1C(=NC=2CN(CCC2C1)CC1=NC2=C(N1C[C@H]1OCC1)C=C(C=C2)C(=O)O)OCC2=C(C=C(C=C2)F)F 2-({3-Chloro-2-[(2,4-difluorophenyl)methoxy]-5,6,7,8-tetrahydro-1,7-naphthyridin-7-yl}methyl)-1-{[(2S)-oxetan-2-yl]methyl}-1H-1,3-benzodiazole-6-carboxylic acid